(ACRYLOXYMETHYL)PHENETHYLTRIMETHOXYSILANE C(C=C)(=O)OCCO[Si](OC)(OC)CCC1=CC=CC=C1